BrC=1C=C2C(=NC1OC)N=C(O2)N2CCOCC2 Bromo-5-methoxy-2-morpholinooxazolo[4,5-b]pyridine